C(C)(=O)C1=CC2=C(C=C1O)OC(C=1C2N2N(CC1)CN(C2)C2=CC=C(C=C2)C(C)=O)(C)C 11-acetyl-2-(4-acetylphenyl)-10-hydroxy-7,7-dimethyl-5,12b-dihydro-1H,7H-chromeno[4,3-c][1,2,4]triazolo[1,2-a]Pyridazine